C1N(CCC2=CC=CC=C12)CC1=CC(C(=CO1)OCC1=CN=NN1C(=O)N(C)C)=O 5-(((6-((3,4-Dihydroisoquinolin-2(1H)-yl)methyl)-4-oxo-4H-pyran-3-yl)-oxy)methyl)-N,N-dimethyl-1H-1,2,3-triazole-1-carboxamide